ClC=1C=C(C=CC1Cl)N1[C@H](CN(CC1)C(CCC(=O)C1=NC=CC=C1)=O)C 1-[(3S)-4-(3,4-dichlorophenyl)-3-methyl-piperazin-1-yl]-4-(2-pyridyl)butane-1,4-dione